[Si](C)(C)(C(C)(C)C)OC=1C(=C2C(=NC1)N(N=C2C)C2OCCCC2)N2CCCCC2 1-[5-[(tert-butyldimethylsilyl)oxy]-3-methyl-1-(oxan-2-yl)pyrazolo[3,4-b]pyridin-4-yl]piperidine